6-N-(2-amino-2-phenylethyl)-4-N-[(3-chloro-4-fluorophenyl)methyl]-1-methylpyrazolo[3,4-d]pyrimidine-4,6-diamine NC(CNC1=NC(=C2C(=N1)N(N=C2)C)NCC2=CC(=C(C=C2)F)Cl)C2=CC=CC=C2